C(CCCCCCCCCC=CCCCCCCCC)(=O)OCCCCCCCCCCCCCCCCCCCCCCCCCCCCCCCCCCCCC heptatriacontyl eicos-11-enoate